2-[[(1R)-1-(3,6-Dimethyl-4-oxo-2-phenyl-chromen-8-yl)ethyl]amino]-N-methoxy-benzenesulfonamide CC1=C(OC2=C(C=C(C=C2C1=O)C)[C@@H](C)NC1=C(C=CC=C1)S(=O)(=O)NOC)C1=CC=CC=C1